(2R)-2-butanamine C[C@H](CC)N